[C@@H]1([C@H](O)[C@@H](O)[C@H](O)[C@H](O1)CO)NC(=O)N N-β-d-glucopyranosylurea